N-isopropylcarbodiimide C(C)(C)N=C=N